1-(isoquinolin-1-ylmethyl)piperidin C1(=NC=CC2=CC=CC=C12)CN1CCCCC1